C(C1CO1)OC(C[Si](OC)(OC)CC)C β-glycidoxypropyl-Ethyldimethoxysilane